C(C)(C)(C)OC(=O)C1CCC(CC1)CN1CC2=C(CC1)N=C(N2C)C(=O)OC methyl 5-(((1r,4r)-4-(tert-butoxycarbonyl)cyclohexyl)methyl)-3-methyl-4,5,6,7-tetrahydro-3H-imidazo[4,5-c]pyridine-2-carboxylate